ClC1=CC(=CC=2N1C=NC2)CN2CCCC2 1-({5-chloroimidazo[1,5-a]pyridin-7-yl}methyl)pyrrolidine